FC=1C(=NC(=NC1)N1CCC(CC1)C(=O)N1OCC[C@H]1C1=NC=CN=C1)N1N=CC=C1 (S)-(1-(5-fluoro-4-(1H-pyrazol-1-yl)pyrimidin-2-yl)piperidin-4-yl)(3-(pyrazin-2-yl)isoxazolidin-2-yl)methanone